(2-(3-(1-methyl-1H-pyrazol-4-yl)phenyl)pyrimidin-4-yl)methanol CN1N=CC(=C1)C=1C=C(C=CC1)C1=NC=CC(=N1)CO